C(CCC)O[Si](OCCC)(OCCCC)OCCCC Tributoxymonopropoxysilane